5-(tert-butyl) 6-methyl (S)-2-iodo-3,4,6,7-tetrahydro-5H-imidazo[4,5-c]pyridine-5,6-dicarboxylate IC1=NC2=C(CN([C@@H](C2)C(=O)OC)C(=O)OC(C)(C)C)N1